O-methoxyuridine-3'-phosphate P(=O)(O)(O)O[C@H]1[C@H]([C@@H](O[C@@H]1CO)N1C(=O)NC(=O)C=C1)OOC